IC=1C(NC(N([C@H]2C[C@H](O)[C@@H](CO)O2)C1)=O)=O 2'-deoxy-5-iodouridine